BrC1=CC=C(O1)C(=O)NC1=C(C=CC(=C1)C(CN1CCOCC1)(F)F)N1CCCCC1 5-bromo-N-(5-(1,1-difluoro-2-morpholinoethyl)-2-(piperidin-1-yl)phenyl)furan-2-carboxamide